C(C)SC=1C=C(C=NC1C1=NC2=C(C=NC(=C2)C(F)(F)F)N1C)NC(C(C)(C)O)=O N-[5-ethylsulfanyl-6-[3-methyl-6-(trifluoromethyl)imidazo[4,5-c]pyridin-2-yl]-3-pyridyl]-2-hydroxy-2-methyl-propionamide